2-chloro-4-[(2,5-dimethoxybenzyl)amino]pyrimidin-5-carboxamide ClC1=NC=C(C(=N1)NCC1=C(C=CC(=C1)OC)OC)C(=O)N